FC(C1=CN=CC=N1)(F)F 6-(trifluoromethyl)-pyrazin